2-((1R,3R)-3-(3-(1,3-dioxoisoindolin-2-yl)propionyl)-2,2-dimethylcyclobutyl)acetonitrile O=C1N(C(C2=CC=CC=C12)=O)CCC(=O)[C@H]1C([C@H](C1)CC#N)(C)C